OCC(C(=O)N)(NC(=O)C=1N(N=C2C=CC(=CC12)OCC1=CC=NN1C)C)C 3-hydroxy-2-methyl-2-({2-methyl-5-[(1-methyl-1H-pyrazol-5-yl)methoxy]-2H-indazol-3-yl}formamido)propanamide